C(CC)OCOCCCC(CC(C)[Li])C 6-propyloxymethoxy-1,3-dimethylhexyllithium